C(CC)C(CCC)NC(=O)C1=COC=CO1 dioxine-6-carboxylic acid (1-propyl-butyL)-amide